FC1=NNC=C1C1=CC=2C3=C(NC(C2S1)=O)[C@](COC3)(C(C)C)O (S)-8-(3-fluoro-1H-pyrazol-4-yl)-4-hydroxy-4-isopropyl-1,3,4,5-tetrahydro-6H-pyrano[4,3-b]thieno[3,2-d]pyridin-6-one